SCCOCCOCCSC1CC(OC2=CC=CC=C12)=O 4-((2-(2-(2-mercapto-ethoxy)ethoxy)ethyl)thio)chroman-2-one